OC12OC3=C(C1(C(C1=C(C=CC=C12)[N+](=O)[O-])=O)NC(C(CC(C)C)=O)=O)C=CC(=C3)C(C)C N-(4b-hydroxy-7-isopropyl-1-nitro-10-oxo-4b,10-dihydro-9bH-indeno[1,2-b]benzofuran-9b-yl)-4-methyl-2-oxopentanamide